ClC1=CC=C(C=C1)NC1CCC(CC1)NC(OC(C)(C)C)=O tert-butyl (4-((4-chlorophenyl)amino)cyclohexyl)carbamate